2-(2,2,2-Trifluoroethoxy)-4-(4-hydroxy-piperidin-1-yl)aniline FC(COC1=C(N)C=CC(=C1)N1CCC(CC1)O)(F)F